CN(C1CN(C1)C=1C=CC(=C(C(=O)N[C@H](C)C=2C=C(C=C(C2)OC(C)C)C=2C=C(N(C2)C)C(=O)NC)C1)C)C 4-[3-[(1R)-1-[[5-[3-(Dimethylamino)azetidin-1-yl]-2-methyl-benzoyl]amino]ethyl]-5-isopropoxy-phenyl]-N,1-dimethyl-pyrrole-2-carboxamide